COCCOC1=NC=C(C=N1)NC(=O)C=1C=CC2=C(C=3N(CCO2)C=NC3)C1 N-(2-(2-methoxyethoxy)pyrimidin-5-yl)-5,6-dihydrobenzo[f]imidazo[1,5-d][1,4]oxazepine-10-carboxamide